COC=1C=C(CN(C2=NC=C(C=C2)CN2CCOCC2)CC2=CC(=CC=C2)OC)C=CC1 N,N-bis(3-methoxybenzyl)-5-(morpholinomethyl)pyridin-2-amine